C(C)(C)(C)OC(=O)[C@H]1NC(CC1)=O tert-Butyl-(S)-5-oxopyrrolidin-2-carboxylate